N-(tetrahydro-2H-pyran-4-yl)-2,3-dihydro-1H-pyrrolo[3,4-c]pyridine-6-carboxamide O1CCC(CC1)NC(=O)C1=CC2=C(C=N1)CNC2